5-methylimidazo[1,5-a]pyridine-6-carboxylic acid CC1=C(C=CC=2N1C=NC2)C(=O)O